5-(1-(Cyclopropylmethyl)-1H-1,2,3-triazol-4-yl)-N-isopropyl-2-(thiazol-5-yl)thieno[2,3-b]pyridin-4-amin C1(CC1)CN1N=NC(=C1)C1=C(C2=C(N=C1)SC(=C2)C2=CN=CS2)NC(C)C